2,3-difluoro-5-bromoaniline FC1=C(N)C=C(C=C1F)Br